N-hydroxy-2-(4-neopentylphenyl)acetimidamide ONC(CC1=CC=C(C=C1)CC(C)(C)C)=N